N-{[1-(3-Methylbutanoyl)-1,2,3,4-tetrahydrochinolin-6-yl]methyl}-4-(propan-2-yl)benzamid CC(CC(=O)N1CCCC2=CC(=CC=C12)CNC(C1=CC=C(C=C1)C(C)C)=O)C